pyridine sodium salt [Na].N1=CC=CC=C1